FC1=C(C=CC(=C1)I)NC1=NC(NC=C1C(=O)O)=O 4-[(2-fluoro-4-iodophenyl)amino]-2-oxo-1,2-dihydropyrimidine-5-carboxylic acid